2-amino-5-(N,N-diisopropyl)amino-1,3,4-thiadiazole NC=1SC(=NN1)N(C(C)C)C(C)C